isopropyl 2-((4-(4-ethylpiperazin-1-yl)-2-methoxy-5-nitrophenyl)amino)-4-(3,3,5-trimethyl-2,3-dihydro-1H-pyrrolo[3,2-b]pyridin-1-yl)pyrimidine-5-carboxylate C(C)N1CCN(CC1)C1=CC(=C(C=C1[N+](=O)[O-])NC1=NC=C(C(=N1)N1CC(C2=NC(=CC=C21)C)(C)C)C(=O)OC(C)C)OC